CS(=O)(=O)N1CC2(C1)C[C@@H](N(CC2)CC2=C1C=CN(C1=C(C=C2OC)C)C(=O)OC(C)(C)C)C2=C(C=C(C=C2)C(=O)OC)NC tert-Butyl 4-{[(6R)-2-methanesulfonyl-6-[4-(methoxycarbonyl)-2-(methylamino)phenyl]-2,7-diazaspiro[3.5]nonan-7-yl]methyl}-5-methoxy-7-methylindole-1-carboxylate